CNCCN n-methyl-1,2-ethanediamine